C[C@H](C(=O)O)NC(=O)CCCP(=O)(O)OC1=CC=C(C=C1)[N+](=O)[O-] The molecule is an N-[4-(4-nitrophenylphospho)butanoyl]alanine that has R at the chiral carbon. It has a role as an epitope. It is a N-[4-(4-nitrophenylphospho)butanoyl]alanine and a D-alanine derivative. It is an enantiomer of a N-[4-(4-nitrophenylphospho)butanoyl]-L-alanine.